C(C(O)CO)C(CC(=O)O[C@@H](C=O)[C@@H](O)[C@H](O)[C@H](O)CO)CCCCCCCCCCCCCCC glucose 2-3-glyceryl-stearate